2-(4-((4-amino-1-methyl-1H-pyrazol-5-yl)oxy)phenyl)-4-(2,6-difluorobenzyl)-2,4-dihydro-3H-1,2,4-triazol-3-one NC=1C=NN(C1OC1=CC=C(C=C1)N1N=CN(C1=O)CC1=C(C=CC=C1F)F)C